C(C)(C)C(CC=C)C 4-isopropylpentene